1-benzyl-6-nitroquinoxalin-2(1H)-one C(C1=CC=CC=C1)N1C(C=NC2=CC(=CC=C12)[N+](=O)[O-])=O